Methyl 1-amino-3,6,9,12,15,18,21,24-octaoxaheptacosan-27-oate hydrochloride Cl.NCCOCCOCCOCCOCCOCCOCCOCCOCCC(=O)OC